(1s,3r)-2-(4-cyclopropylphenyl)-1-(2,6-difluoro-4-((1-(3-fluoropropyl) azetidin-3-yl) amino) phenyl)-3-methyl-1,2,3,4-tetrahydroisoquinolin-6-yl triflate O(S(=O)(=O)C(F)(F)F)C=1C=C2C[C@H](N([C@@H](C2=CC1)C1=C(C=C(C=C1F)NC1CN(C1)CCCF)F)C1=CC=C(C=C1)C1CC1)C